ClC1=C(C(C2=CC=C(C=C2)Cl)OC2CN(C2)C(=O)NCC2=C(OC(=C2)C)C)C=CC=C1 3-(2,4'-dichlorobenzhydryloxy)-N-(2,5-dimethylfuran-3-yl-methyl)azetidine-1-carboxamide